1-(p-tolylsulfonyl)indazol C1(=CC=C(C=C1)S(=O)(=O)N1N=CC2=CC=CC=C12)C